C12C(C3CC(CC(C1)C3)C2)NC(CN2S(N(CCC2)CC2=CC(=CC=C2)C)(=O)=O)=O N-(adamantan-2-yl)-2-(6-(3-methylbenzyl)-1,1-dioxido-1,2,6-thiadiazinan-2-yl)acetamide